2-[3-(hydroxymethyl)-1-bicyclo[1.1.1]pentyl]acetate OCC12CC(C1)(C2)CC(=O)[O-]